Cl.NC/C=C/C(=O)NCC1CN(C2=CC=CC=C2C1)C1=CC=C(C=C1)C(F)(F)F (E)-4-amino-N-((1-(4-(trifluoromethyl)phenyl)-1,2,3,4-tetrahydroquinolin-3-yl)methyl)but-2-enamide hydrochloride